FC1=CC2=C(SC=C2B(O)O)C=C1F 5,6-DIFLUOROBENZO[B]THIOPHEN-3-YLBORONIC ACID